CO[C@H](C(=O)NC1CCNCC1)C1=CC=CC=C1 (S)-2-methoxy-2-phenyl-N-(piperidin-4-yl)acetamide